1-[(2R,3S,4R,5R)-5-(azidomethyl)-3-fluoro-5-(hydroxymethyl)-4-[(4-methoxyphenyl)diphenylmethoxy]oxolan-2-yl]-5-fluoro-3H-pyrimidine-2,4-dione N(=[N+]=[N-])C[C@]1([C@H]([C@@H]([C@@H](O1)N1C(NC(C(=C1)F)=O)=O)F)OC(C1=CC=CC=C1)(C1=CC=CC=C1)C1=CC=C(C=C1)OC)CO